CC1=NN=C2N1N=C(C=C2)N2CCN(CC2)C(CC2=CC=CC1=CC=CC=C21)=O 1-(4-(3-methyl-[1,2,4]triazolo[4,3-b]pyridazin-6-yl)piperazin-1-yl)-2-(naphthalen-1-yl)ethan-1-one